ClC=1C=CC(=C(C1)C1=CC(=C(N=N1)SCCO)NC1=CC(=NC=C1)NC(=O)[C@@H]1C[C@H](C1)N1CCN(CC1)CC)F trans-N-(4-{[6-(5-chloro-2-fluorophenyl)-3-[(2-hydroxyethyl)sulfanyl]pyridazin-4-yl]amino}pyridin-2-yl)-3-(4-ethylpiperazin-1-yl)cyclobutane-1-carboxamide